CN1N=C(C=C1COC=1C=C(C=CC1)C(C)NC1=NC(=NC=C1)C)C N-[1-(3-{[(1,3-dimethyl-1H-pyrazol-5-yl)methyl]oxy}phenyl)ethyl]-2-methylpyrimidin-4-amine